C(C)(C)(C)OC(=O)N1CC=2N(CC1)C(=NC2C(NC2=CC=C(C=C2)C)=O)C2=CC=CC1=CC=CC=C21 3-(Naphthalen-1-yl)-1-(p-tolylcarbamoyl)-5,6-dihydroimidazo[1,5-a]Pyrazine-7(8H)-carboxylic acid tert-butyl ester